NC1=CC(=C(C=C1)S(=O)(=O)O)N 1,3-diaminobenzene-4-sulfonic acid